N-[1-(3-Fluorophenyl)ethyl]-5-methyl-2-(5-morpholin-4-yl-3,4'-bipyridin-2'-yl)-1H-imidazole-4-carboxamide trifluoroacetate salt FC(C(=O)O)(F)F.FC=1C=C(C=CC1)C(C)NC(=O)C=1N=C(NC1C)C1=NC=CC(=C1)C=1C=NC=C(C1)N1CCOCC1